C(CCCCCCCCCCC)OC(C(=C)C)=O.C(C(=C)C)(=O)OCCCCCCCC(C)C isodecyl methacrylate dodecyl-methacrylate